NC=1C=C(C(=C(C1)[C@@H](C)NC=1C2=C(N=C(N1)C)C=NC(=C2)N2[C@@H]1CN([C@H](C2)C1)C)F)C(F)F N-((R)-1-(5-amino-3-(difluoromethyl)-2-fluorophenyl)ethyl)-2-methyl-6-((1S,4S)-5-methyl-2,5-diazabicyclo[2.2.1]heptan-2-yl)pyrido[3,4-d]pyrimidin-4-amine